N-((S)-1-(4-bromo-2-methoxyphenyl)ethyl)-2-methylpropane-2-sulfinamide BrC1=CC(=C(C=C1)[C@H](C)NS(=O)C(C)(C)C)OC